[N-](S(=O)(=O)C(F)(F)F)S(=O)(=O)C(F)(F)F.C(C)N1CC=CC=C1 1-ethylpyridine bistrifluoromethanesulfonimide salt